4-(3-chloro-2-fluoro-6-methoxyphenyl)-N-(5-(2-(2-methoxyethoxy)ethoxy)-1,3,4-thiadiazol-2-yl)-6-methylnicotinamide ClC=1C(=C(C(=CC1)OC)C1=CC(=NC=C1C(=O)NC=1SC(=NN1)OCCOCCOC)C)F